SC1=NC=CC=C1.[Na] sodium 2-mercapto-pyridine